ClC1=NC=C(C=2N=C(N=CC21)NC2CCC(CC2)OC(F)F)C2=CC=C(C=C2)C(=O)N2CCOCC2 (4-(5-Chloro-2-(((1R,4R)-4-(difluoromethoxy)cyclohexyl)amino)pyrido[4,3-d]pyrimidin-8-yl)phenyl)(morpholinyl)methanone